tert-butyl N-(3-thienyl)carbamate CC(C)(C)OC(=O)NC1=CSC=C1